7-Fluoro-5-[4-[(3S)-1-(3-fluoropropyl)pyrrolidin-3-yl]oxyphenyl]-4-indolin-5-yl-2,3-dihydro-1-benzoxepin-8-ol FC=1C(=CC2=C(C(=C(CCO2)C=2C=C3CCNC3=CC2)C2=CC=C(C=C2)O[C@@H]2CN(CC2)CCCF)C1)O